3-[5-(7-hydroxyhept-1-ynyl)-3-methyl-2-oxo-benzimidazol-1-yl]piperidine-2,6-dione OCCCCCC#CC1=CC2=C(N(C(N2C)=O)C2C(NC(CC2)=O)=O)C=C1